(R)-3-chloro-6-fluoro-5-(1-(2-fluorophenyl)ethyl)-4H-benzo[e][1,2,4]thiadiazine 1,1-dioxide ClC1=NS(C2=C(N1)C(=C(C=C2)F)[C@H](C)C2=C(C=CC=C2)F)(=O)=O